BrC=1C=C(C=CC1)C1=NC=NC(=N1)C1=CC=CC=C1 4-(3-bromophenyl)-6-phenyl-1,3,5-triazine